2-[[4-(3-methoxypropoxy)-3-methyl-2-pyridyl]-methylthio]-1H-benzimidazole COCCCOC1=C(C(=NC=C1)CSC1=NC2=C(N1)C=CC=C2)C